N-(2-methoxy-6-methyl-5,6,7,8-tetrahydro-1,6-naphthyridin-3-yl)-8-(3-methoxyphenyl)quinazolin-2-amine COC1=NC=2CCN(CC2C=C1NC1=NC2=C(C=CC=C2C=N1)C1=CC(=CC=C1)OC)C